bromo-3-chloro-2-cyclopropyl-5-(methoxymethoxy)benzene BrC1=C(C(=CC(=C1)OCOC)Cl)C1CC1